C[C@]12CC3(CC(C[C@@](C1)(C3)C)C2)NC(=O)NC2=C(C=CC=C2)F 1-((1r,3R,5S,7r)-3,5-dimethyladamantan-1-yl)-3-(2-fluorophenyl)urea